5-[(3R)-3-methylmorpholin-4-yl]-7-[2-(trifluoromethyl)pyridin-3-yl]-[1,2]thiazolo[4,5-b]pyridin-3-ol C[C@H]1N(CCOC1)C1=CC(=C2C(=N1)C(=NS2)O)C=2C(=NC=CC2)C(F)(F)F